1,3-bis[6-[(2-ethyl-1-oxohexyl)amino]-2,3-dihydro-2,3,3-trimethyl-1-(propan-2-yl)-1H-indol-5-yl]-2,4-dihydroxy-cyclobutenediylium C(C)C(C(=O)NC1=C(C=C2C(C(N(C2=C1)C(C)C)C)(C)C)[C+]1[C+](C(=C1O)C=1C=C2C(C(N(C2=CC1NC(C(CCCC)CC)=O)C(C)C)C)(C)C)O)CCCC